BrC=1C(=NC=C(C1NCC1=NC=C(C=C1F)SC)[N+](=O)[O-])C 3-bromo-N-((3-fluoro-5-(methylthio)pyridin-2-yl)methyl)-2-methyl-5-nitropyridin-4-amine